NC=1C(=NC2=CC=CN=C2C1C1=C(C(=CC=C1)OC)C)C(=O)N 3-Amino-4-(3-methoxy-2-methylphenyl)-1,5-naphthyridine-2-carboxamide